4-(3-acetyl-5-bromo-2-methyl-1H-pyrrol-1-yl)benzonitrile C(C)(=O)C1=C(N(C(=C1)Br)C1=CC=C(C#N)C=C1)C